4-propargylamino-6,7-bis(2-methoxyethoxy)quinazoline C(C#C)NC1=NC=NC2=CC(=C(C=C12)OCCOC)OCCOC